(3S,4R)-3-{[5-(6-chloropyridin-3-yl)-1,3,4-oxadiazol-2-yl]amino}-4-(2,6-difluoro-4-methoxyphenyl)pyrrolidin-2-one ClC1=CC=C(C=N1)C1=NN=C(O1)N[C@@H]1C(NC[C@H]1C1=C(C=C(C=C1F)OC)F)=O